1-(1-pyrrolidinyl)-2-butanone N1(CCCC1)CC(CC)=O